rac-(3R,5R)-5-(2-((3-(N-(tert-butoxycarbonyl)sulfamoyl)phenyl)amino)pyrimidin-5-yl)tetrahydrofuran-3-yl tert-pentylcarbamate C(C)(C)(CC)NC(O[C@H]1CO[C@H](C1)C=1C=NC(=NC1)NC1=CC(=CC=C1)S(NC(=O)OC(C)(C)C)(=O)=O)=O |r|